C(C)(C)(C)OC(C(CCC)N1C(C=C(C(=C1)OC)C1=C(C=CC(=C1)Cl)N1C=NC(=C1)Cl)=O)=O {4-[5-chloro-2-(4-chloro-1H-imidazol-1-yl)phenyl]-5-methoxy-2-oxopyridin-1(2H)-yl}pentanoic acid tert-butyl ester